C1(C\C=C/CCCCCCCCCC)C(=O)OC1=O cis-3-tetradecene-1,1-dicarboxylic anhydride